C(C)(=O)C=1C(=CC2=C(OCO2)C1)NC(CC1CCN(CC1)C(=O)OC(C)(C)C)=O tert-butyl 4-(2-((6-acetylbenzo[d][1,3]dioxol-5-yl)amino)-2-oxoethyl)piperidine-1-carboxylate